COC(=O)CBr methoxycarbonylmethyl bromide